C(C)OC(CCC(C(CC)=O)C(CC)=O)=O (dl)-4-propionyl-5-oxo-heptanoic acid ethyl ester